C1(CC1)[C@@H]1C2=C(N(C([C@@H]1NC(C1=CC(=CC=C1)CC)=O)=O)CC)N(N=C2CO)C2CCOCC2 |r| rac-N-((4R,5R)-4-cyclopropyl-7-ethyl-3-(hydroxymethyl)-6-oxo-1-(tetrahydro-2H-pyran-4-yl)-4,5,6,7-tetrahydro-1H-pyrazolo[3,4-b]pyridin-5-yl)-3-ethylbenzamide